ClC=1C=C(C=C(C1)C1=NC=CC=N1)[C@@H]1COCCN1C(C=C)=O (R)-1-(3-(3-chloro-5-(pyrimidin-2-yl)phenyl)morpholino)prop-2-en-1-one